[OH-].[OH-].CC(C)C[O-].CC(C)C[O-].CC(C)C[O-].[Zr+4] zirconium (IV) triisobutoxide dihydroxide